C(C)(=O)OCCOC=1C=CC=2C3(C4=CC=CC=C4SC2C1OCCOC(C)=O)OCC1=C(CO3)C=CC=C1 2-[4'-(2-acetoxyethoxy)spiro[1,5-dihydro-2,4-benzodioxepine-3,9'-thioxanthene]-3'-yl]oxyethyl acetate